NC=1N=C(C=C2C=C(N=CC12)NC(=O)[C@H]1[C@@H](C1)C#N)C=1C=NC=CC1CC trans-N-(8-amino-6-(4-ethylpyridin-3-yl)-2,7-naphthyridin-3-yl)-2-cyanocyclopropane-1-carboxamide